(7a,17b)-7-[9-[(4,4,5,5,5-pentafluoropentyl)thio]nonyl]-estra-1,3,5(10)-triene-3,17-diol FC(CCCSCCCCCCCCC[C@H]1[C@H]2[C@@H]3CC[C@@H]([C@@]3(C)CC[C@@H]2C=2C=CC(=CC2C1)O)O)(C(F)(F)F)F